TITANIUM-NIOBIUM PHOSPHATE P(=O)([O-])([O-])[O-].[Nb+5].[Ti+4].P(=O)([O-])([O-])[O-].P(=O)([O-])([O-])[O-]